BrC=1C=C(C(=NC1)OCC1=CC(=NO1)C)OC 5-[(5-bromo-3-methoxy-2-pyridyl)oxymethyl]-3-methyl-isoxazole